6-chloro-2-[3-(difluoromethoxy)-5-methyl-pyrazol-1-yl]pyridine-3-carbonitrile ClC1=CC=C(C(=N1)N1N=C(C=C1C)OC(F)F)C#N